(1-(2-(4-(4-((2,6-dioxopiperidin-3-yl)amino)phenyl)piperazin-1-yl)acetyl)piperidin-4-yl)picolinamide O=C1NC(CCC1NC1=CC=C(C=C1)N1CCN(CC1)CC(=O)N1CCC(CC1)C=1C(=NC=CC1)C(=O)N)=O